(7S)-7-({[2-Chloro-4-(3-methoxy-1H-1,2,4-triazol-1-yl)phenyl]carbonyl}amino)-2-methyl-7-phenyl-6,7,8,9-tetrahydropyrido[1,2-a]indol ClC1=C(C=CC(=C1)N1N=C(N=C1)OC)C(=O)N[C@@]1(CCC=2N(C3=CC=C(C=C3C2)C)C1)C1=CC=CC=C1